NC1=CC=C(C=N1)N1C=C(C(C2=CC(=C(C=C12)N1CC2=NC=CC=C2C1)Cl)=O)C(=O)O 1-(6-aminopyridin-3-yl)-6-chloro-7-(5,7-dihydro-6H-pyrrolo[3,4-b]pyridin-6-yl)-4-oxo-1,4-dihydroquinoline-3-carboxylic acid